O1C(CCC2C1CCCC2)=O octahydro-2H-1-benzopyran-2-one